3-((8-chloro-1-(2,6-dichloro-4-((3-hydroxyoxetan-3-yl)methoxy)phenyl)-2-methyl-4-oxo-1,4-dihydro-1,6-naphthyridin-5-yl)oxy)-N-methylpropanamide ClC=1C=NC(=C2C(C=C(N(C12)C1=C(C=C(C=C1Cl)OCC1(COC1)O)Cl)C)=O)OCCC(=O)NC